O1C=C(C2=C1C=CC=C2)C(=O)N benzofuran-3-carboxylic acid amide